C(C1=CC=CC=C1)C1=NC(=NN1)C(=O)N([C@@H]1C(N(C2=C(OC1)C=CC(=C2)C#CC(C)(C)O)C)=O)CC (S)-5-benzyl-N-ethyl-N-(7-(3-hydroxy-3-methylbut-1-yn-1-yl)-5-methyl-4-oxo-2,3,4,5-tetrahydrobenzo[b][1,4]oxazepin-3-yl)-1H-1,2,4-triazole-3-carboxamide